(3S)-3-(3-bromo-phenyl)-2-(tert-butoxy-carbonylamino)pentanoic acid BrC=1C=C(C=CC1)[C@@H](C(C(=O)O)NC(=O)OC(C)(C)C)CC